6-(4-((6-fluoro-1H-indazol-5-yl)amino)-pyrimidin-2-yl)-N-(pyridazin-4-yl)-1H-indole-2-carboxamide FC1=C(C=C2C=NNC2=C1)NC1=NC(=NC=C1)C1=CC=C2C=C(NC2=C1)C(=O)NC1=CN=NC=C1